COC1=CC=2C(=NSN2)C=C1OC 5,6-Dimethoxybenzo[c]-1,2,5-thiadiazole